BrC1=CC2=C3N(N=C2C=C1)CC1(N(C3=O)C)CC1 9'-bromo-2'-methyl-4'H-spiro[cyclopropane-1,3'-pyrazino[1,2-b]indazol]-1'-one